BrC1(CC(=CC=C1)C)C 3-bromo-1,3-dimethylbenzene